CN1CCN(CC1)CC1=C(C=C(C=C1)C(F)(F)F)C1=C(C(=O)N)C=CC=C1 (((4-methylpiperazin-1-yl)methyl)-5-(trifluoromethyl)phenyl)benzamide